N-(5-fluoro-1H-indol-3-yl)-3,3-dimethyl-2-carbonyl-1-phenethylindoline-6-carboxamide FC=1C=C2C(=CNC2=CC1)NC(=O)C1=CC=C2C(C(N(C2=C1)CCC1=CC=CC=C1)=C=O)(C)C